1-(3-Fluorophenyl)-9-methyl-3-(trifluoromethyl)-3H-pyrrolo[1,2-a]indol-3-ol FC=1C=C(C=CC1)C1=CC(N2C1=C(C=1C=CC=CC21)C)(O)C(F)(F)F